(S)-(3-(isobutylamino)pyrrolidin-1-yl)(4-(pyridin-2-ylmethyl)-3,4-dihydroquinoxalin-1(2H)-yl)methanone succinate C(CCC(=O)O)(=O)O.C(C(C)C)N[C@@H]1CN(CC1)C(=O)N1CCN(C2=CC=CC=C12)CC1=NC=CC=C1